alpha-L-apiose O[C@H]1[C@@H](O)C(CO)(O)CO1